FC1=C(C=C)C(=C(C(=C1F)F)F)F 2,3,4,5,6-pentafluorostyrol